5-(2-fluorophenyl)-N,N-dimethyl-6,7-dihydro-5H-pyrrolo[1,2-b][1,2,4]triazole-2-carboxamide FC1=C(C=CC=C1)C1CCC=2N1N=C(N2)C(=O)N(C)C